BrC1=C2CC(C(C2=CC=C1)=O)=NO 4-bromo-2-(hydroxyimino)-2,3-dihydro-1H-inden-1-one